C1=CC(=C(C2=C1NC=C2O[C@H]3[C@@H]([C@H]([C@@H]([C@H](O3)CO)O)O)O)Cl)Br The molecule is an indolyl carbohydrate that is the beta-D-glucoside of 3-hydroxy-1H-indole in which the indole moiety is substituted at positions 4 and 5 by chlorine and bromine, respectively. It is used to test for the presence of an enzyme, beta-glucosidase, which cleaves the glycosidic bond to give 5-bromo-4-chloro-3-hydroxy-1H-indole, which immediately dimerises to give an intensely blue product. It has a role as a chromogenic compound. It is an indolyl carbohydrate, an organobromine compound, an organochlorine compound, a D-aldohexose derivative and a beta-D-glucoside. It derives from an indoxyl.